CC=1C=C(C=C(C1OCCN1CCOCC1)C)NC1=NC=C(C(=N1)NC=1C=CC2=C(NC(O2)=O)C1)C 5-(2-(3,5-dimethyl-4-(2-morpholinoethoxy)phenylamino)-5-methylpyrimidin-4-ylamino)benzo[d]oxazol-2(3H)-one